C(C)OC1=CC=C(C=C1)C1(CNCC1)O 3-(4-ethoxyphenyl)-3-pyrrolidinol